tert-butyl (1R,4R)-3-oxo-2-oxa-5-azabicyclo[2.2.1]heptane-5-carboxylate O=C1O[C@H]2CN([C@@H]1C2)C(=O)OC(C)(C)C